1-(4-(tritylthiomethyl)phenyl)cyclopropylamine C(C1=CC=CC=C1)(C1=CC=CC=C1)(C1=CC=CC=C1)SCC1=CC=C(C=C1)C1(CC1)N